ClC=1C=C(C=2C(C(CCC2C1C)=NO)=O)NC(C)=O N-(3-chloro-7-(hydroxyimino)-4-methyl-8-oxo-5,6,7,8-tetrahydronaphthalen-1-yl)acetamide